C(C)(=O)C1=C(C=C(C=C1)Cl)C1=CC(N(C=C1OC)C(C(=O)NC=1C=C2N=CC=NC2=CC1)CC1=CC=CC=C1)=O 2-(4-(2-acetyl-5-chlorophenyl)-5-methoxy-2-oxopyridin-1(2H)-yl)-3-phenyl-N-(quinoxalin-6-yl)propanamide